2,6-diisocyanatomethyl-norbornane N(=C=O)CC1C2C(CC(C1)C2)CN=C=O